BrC=1C=C2C(=NC1)NC=C2C(C2=CC=C(C=C2)O)C2=CNC1=NC=C(C=C12)Br 4-(bis(5-bromo-1H-pyrrolo[2,3-b]pyridin-3-yl)methyl)phenol